CC=1C=C(C=CC1)N1C=NC2=C1C=CC=C2 (3-methylphenyl)-1H-benzimidazole